CC1=CC=C(CNN2CCN(CC2)C=2SC3=C(C(N2)=O)C=C(C=C3[N+](=O)[O-])C(F)(F)F)C=C1 2-(4-((4-methylbenzyl)amino)piperazin-1-yl)-8-nitro-6-(trifluoromethyl)-4H-benzo[e][1,3]thiazin-4-one